ClC1=C(C(=CC=C1)Cl)NC(=O)C=1C(=NC(=NC1)NC=1C=NN(C1)C1CN(C1)C)OCCOC N-(2,6-dichlorophenyl)-4-(2-methoxyethoxy)-2-{[1-(1-methylazetidin-3-yl)-1H-pyrazol-4-yl]amino}pyrimidine-5-carboxamide